α-methylethylbenzyl alcohol CC(C)C(C1=CC=CC=C1)O